CN(C(CCCC)CCCCCCCC=CCC=CCCCCC)C N,N-dimethyldocosa-13,16-dien-5-amine